NC1CCN(CC1)C1=C(C(=C(C=N1)C#N)CC)C#N 6-(4-aminopiperidin-1-yl)-3,5-dicyano-4-ethylpyridine